COC1=CC2=C(NC(OC23CCN(CC3)C(C=CC(=O)NC3=C(C=C(C=C3)[N+](=O)[O-])OC)=O)=O)C=C1 4-(6-methoxy-2-oxo-1,2-dihydrospiro[benzo[d][1,3]oxazin-4,4'-piperidin]-1'-yl)-N-(2-methoxy-4-nitrophenyl)-4-oxobut-2-enamide